4-[(propan-2-yl)amino]Pyridine Ethyl-2-chloro-5-(2,6-dioxo-4-(trifluoromethyl)-3,6-dihydropyrimidin-1(2H)-yl)-4-fluorobenzoate C(C)OC(C1=C(C=C(C(=C1)N1C(NC(=CC1=O)C(F)(F)F)=O)F)Cl)=O.CC(C)NC1=CC=NC=C1